N[C@H](CC1=CC=2N=CN=C(C2S1)NCC=1OC=CC1)C 6-[(2S)-2-aminopropyl]-N-[(furan-2-yl)methyl]thieno[3,2-d]pyrimidin-4-amine